FC(S(=O)(=O)[N-]S(=O)(=O)C(F)(F)F)(F)F.[Li+] Lithium bis((trifluoromethyl)sulfonyl)amide